C1(CC1)C1=CC(=NN1)NC(CC(C)C)=O 1-((5-cyclopropyl-1H-pyrazol-3-yl)amino)-3-methyl-1-oxobutan